S(=O)(=O)([O-])OS(=O)(=O)[O-].[NH4+].[Al+3].S(=O)(=O)([O-])OS(=O)(=O)[O-] aluminum ammonium pyrosulfate